C1(OC(CO1)F)=O Fluoroethylene Carbonate